3',6'-Bis(dimethylamino)-6-(4-hydroxypiperazine-1-carbonyl)-3H-spiro[isobenzofuran-1,9'-xanthen]-3-one CN(C=1C=CC=2C3(C4=CC=C(C=C4OC2C1)N(C)C)OC(C1=CC=C(C=C13)C(=O)N1CCN(CC1)O)=O)C